COC1=NC=CC=C1[C@H](C)N1N=CC=2C1=NC(=CN2)NC2=NNC(=C2)C (S)-1-(1-(2-methoxypyridin-3-yl)ethyl)-N-(5-methyl-1H-pyrazol-3-yl)-1H-pyrazolo[3,4-b]pyrazin-6-amine